ClC=1C=C(OC(CON)C)C=C(C1)Cl O-[2-(3,5-dichloro-phenoxy)-propyl]-hydroxylamine